N-Allyl-4,4-difluorocyclohexan-1-amine C(C=C)NC1CCC(CC1)(F)F